FC=1N(C2=CC(=CC=C2C(C1C(=O)O)=O)C1=CC=C(C=C1)S(NCCCCCCC)(=O)=O)CCF fluoro-1-(2-fluoroethyl)-7-(4-(N-heptylsulfamoyl)phenyl)-4-oxo-1,4-dihydroquinoline-3-carboxylic acid